Cl.CC1(C(C2CCCOC12)(C(=O)N[C@@H](C)C1=CC=C(C(=O)O)C=C1)NCCOC1=CC=CC=C1)C 4-[(1S)-1-[[8,8-Dimethyl-7-(2-phenoxyethylamino)-2-oxabicyclo[4.2.0]octane-7-carbonyl]amino]ethyl]benzoic acid, hydrochloride